Cl.NC=1C2=C(NC(C1C1=NC=3C(=NC(=CC3)C3CCNCCC3)N1)=O)SC=C2 4-amino-5-(5-(azepan-4-yl)-3H-imidazo[4,5-b]pyridin-2-yl)thieno[2,3-b]pyridin-6(7H)-one-hydrochloride